N-Boc-amino-(4-N-Fmoc-piperidinyl)carboxylic acid CC(C)(C)OC(=O)N1CCC(CC1)(C(=O)O)NC(=O)OCC2C3=CC=CC=C3C4=CC=CC=C24